4-((3-methoxyphenyl)sulfonyl)piperidin-1-ylbenzonitrile COC=1C=C(C=CC1)S(=O)(=O)C1CCN(CC1)C1=C(C#N)C=CC=C1